5-chloro-3-(4'-tert-butyl-4-phenylphenyl)pyrido[3,4-b]pyrazine ClC1=NC=CC=2C1=NC(=CN2)C2=CCC(C=C2)(C2=CC=CC=C2)C(C)(C)C